5-[(E)-3-[4-(2-cyclobutylsulfanyl-3-pyridinyl)-2,6-difluoro-phenyl]allyl]thiazolidine-2,4-dione C1(CCC1)SC1=NC=CC=C1C1=CC(=C(C(=C1)F)/C=C/CC1C(NC(S1)=O)=O)F